NC1=C2N=CN(C2=NC(=N1)F)[C@H]1C[C@@H]([C@@](O1)(C#C)CO[P@@](=O)(OC1=CC=CC=C1)N[C@@H](CC1=CC=CC=C1)C(=O)OCCCCCCCCCCCCC)O Tridecyl ((R)-(((2R,3S,5R)-5-(6-amino-2-fluoro-9H-purin-9-yl)-2-ethynyl-3-hydroxytetrahydrofuran-2-yl) methoxy)(phenoxy)phosphoryl)-L-phenylalaninate